4-(2,6-Dimethyl-3-propan-2-ylthieno[2,3-d]imidazol-5-yl)-5-fluoro-N-[5-(1-methyl-1,6-diazaspiro[3.3]heptan-6-yl)pyridin-2-yl]pyrimidin-2-amine CC1=NC2=C(N1C(C)C)SC(=C2C)C2=NC(=NC=C2F)NC2=NC=C(C=C2)N2CC1(CCN1C)C2